OC(C(=O)N1CCC(CC1)C)C 1-(2-hydroxypropionyl)-4-methyl-piperidine